3-(2-methoxyphenyl)-1,3,4,5-tetrahydro-2H-benzo[d][1,3]diazepin-2-one COC1=C(C=CC=C1)N1C(NC2=C(CC1)C=CC=C2)=O